The molecule is a dipeptide consisting of a D-gamma-glutamyl residue attached to D-glutamic via a peptide linkage. It is a conjugate acid of a D-gamma-glutamyl-D-glutamate(2-). C(CC(=O)N[C@H](CCC(=O)O)C(=O)O)[C@H](C(=O)O)N